C(#N)CCCC(CCC)C#N 1,4-dicyanoheptane